N1(CCCCC1)S(=O)(=O)C1=CC=C(C=C1)NC(COC=1C=NC=CC1)=O N-[4-(piperidine-1-sulfonyl)phenyl]-2-(pyridin-3-yloxy)acetamide